2-benzyl-1,4-dinitrosobenzene C(C1=CC=CC=C1)C1=C(C=CC(=C1)N=O)N=O